(S)-N-(1-(4-(N-cyclopentylsulfamoyl)phenylamino)-1-oxo-3-phenylpropan-2-yl)-4-fluorobenzamide C1(CCCC1)NS(=O)(=O)C1=CC=C(C=C1)NC([C@H](CC1=CC=CC=C1)NC(C1=CC=C(C=C1)F)=O)=O